Cl.FC1=C(C=CC=C1C)C=1CCCC2=C(C1C1=CC=C(C=C1)CC1CN(C1)CCCF)C=CC(=C2)C(=O)O 8-(2-fluoro-3-methylphenyl)-9-(4-((1-(3-fluoropropyl)azetidin-3-yl)methyl)phenyl)-6,7-dihydro-5H-benzo[7]annulene-3-carboxylic acid hydrochloride